C1(CC1)C1=NC(=CC(=C1)C(=O)O)OCC1CCOCC1 cyclopropyl-6-(oxan-4-ylmethoxy)pyridine-4-carboxylic acid